2-(4-methanesulfonyl-phenyl)-pyridine CS(=O)(=O)C1=CC=C(C=C1)C1=NC=CC=C1